3-cyano-N-(4-cyano-2,6-diisopropylphenyl-carbamoyl)-5-(2-hydroxypropan-2-yl)benzenesulfonamide C(#N)C=1C=C(C=C(C1)C(C)(C)O)S(=O)(=O)NC(NC1=C(C=C(C=C1C(C)C)C#N)C(C)C)=O